NC=1N=C(C2=C(N1)N(C(=C2)C(=O)OCC)CCO[Si](C)(C)C(C)(C)C)NN ethyl 2-amino-7-[2-[tert-butyl (dimethyl) silyl] oxyethyl]-4-hydrazino-pyrrolo[2,3-d]pyrimidine-6-carboxylate